BrC1=C2CC(N(C2=C(C=C1)F)CC)=O 4-Bromo-1-ethyl-7-fluoroindolin-2-one